1-(5-(3,4-Dichlorophenyl)-1-isobutyl-1H-1,2,4-triazol-3-yl)-4-(3-fluorophenyl)-3-methyl-1H-pyrazole-5-carboxylic acid ClC=1C=C(C=CC1Cl)C1=NC(=NN1CC(C)C)N1N=C(C(=C1C(=O)O)C1=CC(=CC=C1)F)C